4-((1R,5S)-3,8-diazabicyclo[3.2.1]octan-3-yl)-7-(8-ethynyl-7-fluoronaphthalen-1-yl)-8-fluoro-2-(((2R,7aS)-2-fluorotetrahydro-1H-pyrrolizin-7a(5H)-yl)methoxy)-1,6-naphthyridine [C@H]12CN(C[C@H](CC1)N2)C2=CC(=NC1=C(C(=NC=C21)C2=CC=CC1=CC=C(C(=C21)C#C)F)F)OC[C@]21CCCN1C[C@@H](C2)F